(4-(((5-((trimethylsilyl)ethynyl)pyrazin-2-yl)amino)methyl)phenyl)carbamic acid C[Si](C)(C)C#CC=1N=CC(=NC1)NCC1=CC=C(C=C1)NC(O)=O